5-(2,8-dimethylimidazo[1,2-a]pyridin-6-yl)-2-(6-(1-methylazetidin-3-yl)pyridazin-3-yl)phenylphenol hydrochloride Cl.CC=1N=C2N(C=C(C=C2C)C=2C=CC(=C(C2)C2=C(C=CC=C2)O)C=2N=NC(=CC2)C2CN(C2)C)C1